ClC1=CC(=C(C=C1)C1=CC(=CN2C1=NC(=C(C2=O)C)C)N2C[C@H](OCC2)C=2C=NN(C2)C)F (R)-9-(4-chloro-2-fluorophenyl)-2,3-dimethyl-7-(2-(1-methyl-1H-pyrazol-4-yl)morpholino)-4H-pyrido[1,2-a]pyrimidin-4-one